1-(4-chlorophenyl)cyclopentane-1-carboxylic acid ClC1=CC=C(C=C1)C1(CCCC1)C(=O)O